NC1=NOC2=C1C=CC(=C2)CNC(=O)[C@H]2N(CC2)C([C@@H](C2CCCCC2)NC(OC(C)(C)C)=O)=O tert-butyl ((R)-2-((S)-2-(((3-aminobenzo[d]isoxazol-6-yl)methyl)carbamoyl)azetidin-1-yl)-1-cyclohexyl-2-oxoethyl)carbamate